(6R)-6-{[7-fluoro-2-(4-fluorophenyl)[1,2,4]triazolo[1,5-c]quinazolin-5-yl]amino}-1,4-diazepin-5-one FC1=CC=CC=2C=3N(C(=NC12)NC=1C(N=CC=NC1)=O)N=C(N3)C3=CC=C(C=C3)F